OCCCS(=O)(=O)O.C(C)(C)N(C(C)C)CC N,N-diisopropylethylamine 3-hydroxypropanesulfonic acid salt